CN(CCCCCC(=O)N(CC=1SC=CC1)CC=1SC=CC1)S(=O)(=O)C=1SC=CC1 6-[methyl(2-thienylsulfonyl)amino]-N,N-bis(2-thienylmethyl)hexanamide